BrC1=C(C2=C(OC(CN2)C)N=C1)C 7-bromo-3,8-dimethyl-2,3-dihydro-1H-pyrido[2,3-b][1,4]oxazine